NC1(CCN(CC1)C=1C=C(C2=C(N1)NN=C2C2=CC(=NC(=C2)Cl)Cl)O)C 6-(4-amino-4-methylpiperidin-1-yl)-3-(2,6-dichloro-4-pyridinyl)-1H-pyrazolo[3,4-b]pyridin-4-ol